3-chloro-4-(piperazin-1-yl)benzamide ClC=1C=C(C(=O)N)C=CC1N1CCNCC1